C(C)(C)N(P(N(C(C)C)C(C)C)OCC1=C(C=CC=C1)C(=O)OCC)C(C)C N,N,N',N'-tetraisopropyl-1-(2-(2-ethyloxy)carbonylbenzyloxy)phosphanediamine